1-((1,2,3,4-tetrahydroacridin-9-yl)amino)-3-(4-(2,4,5-trifluorobenzyl)piperazin-1-yl)propan-2-ol C1CCCC2=NC3=CC=CC=C3C(=C12)NCC(CN1CCN(CC1)CC1=C(C=C(C(=C1)F)F)F)O